CN(CC=CC(=O)N1C2CN(CC1C2)C(=O)C2=CC1=C(S2)C=CC(=C1)NC)C 4-(dimethylamino)-1-(3-(5-(methylamino)benzo[B]thiophene-2-carbonyl)-3,6-diazabicyclo[3.1.1]heptan-6-yl)but-2-en-1-one